ClC=1C=C(C=NC1)CN1C2CN(CC1C2)C2=CC=C(C=N2)C=2C=1N(C=C(C2)OCC)N=CC1C#N 4-(6-(6-((5-chloropyridin-3-yl)methyl)-3,6-diazabicyclo[3.1.1]heptan-3-yl)pyridin-3-yl)-6-ethoxypyrazolo[1,5-a]pyridine-3-carbonitrile